NC=1C(=NC(=CN1)C1=CC(=CC=C1)C1=C2N(N=C1)CC(C2)(C)C)C(=O)N[C@@H]2CNC[C@H]2O 3-amino-6-(3-(5,5-dimethyl-5,6-dihydro-4H-pyrrolo[1,2-b]pyrazol-3-yl)phenyl)-N-((3R,4R)-4-hydroxypyrrolidin-3-yl)pyrazine-2-carboxamide